(3,4-Ethylenedioxythien-2-yl)trimethylstannane C1OC2=C(SC=C2OC1)[Sn](C)(C)C